C1CCC2=C(C=3CCCC3C=C12)N1C(NC(C1=O)CC1=CC(=CC=C1)NC1=NNC=C1)=O 3-(1,2,3,5,6,7-hexahydro-s-indacen-4-yl)-5-({3-[(1H-pyrazol-3-yl)amino]phenyl}methyl)imidazolidine-2,4-dione